NC=1C2=C(N=CN1)N(C=C2C2=NOC(=C2C2=NC=C(C=N2)C2CCN(CC2)C(CCCCCCCN2CCC(CC2)C2=CC=C(NC1C(NC(CC1)=O)=O)C=C2)=O)C2CC2)C(C)C 3-[4-[1-[8-[4-[2-[3-(4-amino-7-isopropyl-pyrrolo[2,3-d]pyrimidin-5-yl)-5-cyclopropyl-isoxazol-4-yl]pyrimidin-5-yl]-1-piperidyl]-8-oxo-octyl]-4-piperidyl]anilino]piperidine-2,6-dione